3-(1-ethylpyrrolidin-2-yl)acrylamide C(C)N1C(CCC1)C=CC(=O)N